ClC1=C(C=CC=O)C=CC(=C1)F 2-CHLORO-4-FLUOROCINNAMALDEHYDE